2-(6-chloro-1H-indol-3-yl)-2-phenyl-indol-3-one ClC1=CC=C2C(=CNC2=C1)C1(NC2=CC=CC=C2C1=O)C1=CC=CC=C1